ClC=1C=NC=C(C1[C@@H](C)OC=1C=C2C(=NNC2=CC1)C=1C=NN(C1)C1CCN(CC1)CCO)Cl 2-[4-[4-[5-[(1R)-1-(3,5-dichloro-4-pyridyl)ethoxy]-1H-indazol-3-yl]pyrazol-1-yl]-1-piperidyl]ethanol